The molecule is a long-chain fatty alcohol that is (13Z)-docosene in which one of the terminal methyl hydrogens at position 1 is replaced by a hydroxy group It is a long-chain primary fatty alcohol and a fatty alcohol 22:1. CCCCCCCC/C=C\\CCCCCCCCCCCCO